FC1=C(C=C(C(=O)O)C=C1)NC1=NN(C2=NC(=NC=C21)NC2=NC=NC=C2)C 4-fluoro-3-((1-methyl-6-(pyrimidin-4-ylamino)-1H-pyrazolo[3,4-d]pyrimidin-3-yl)amino)benzoic acid